2,4-dihydroxy-3-nitro-phenylpropanone OC1=C(C=CC(=C1[N+](=O)[O-])O)CC(C)=O